1,4-diazacycloheptane-1,2-dicarboxylic acid 1-(tert-butyl) ester 2-methyl ester COC(=O)C1N(CCCNC1)C(=O)OC(C)(C)C